4-Allyl-5-((6-(4-fluorophenyl)imidazo[2,1-b]thiazol-3-yl)methyl)-2,4-dihydro-3H-1,2,4-triazol-3-thion C(C=C)N1C(NN=C1CC=1N2C(SC1)=NC(=C2)C2=CC=C(C=C2)F)=S